C(C)(C)(C)OC(=O)N1CC2(C1)CCC(CC2)C(=O)O 2-tert-butoxycarbonyl-2-azaspiro[3.5]nonane-7-carboxylic acid